C(C)(C)(C)C=1C=C(N=NC1Cl)NC1C[C@@H]2[C@@H](CN(C2)C(=O)OC(C)(C)C)C1 tert-butyl (3aR,5s,6aS)-5-((5-(tert-butyl)-6-chloropyridazin-3-yl)amino)hexahydrocyclopenta[c]pyrrole-2(1H)-carboxylate